2-(4-ethoxyphenethyl)-4-hydroxy-6-((tetrahydro-2H-pyran-2-yl)methoxy)-N-(p-tolyl)nicotinamide C(C)OC1=CC=C(CCC2=C(C(=O)NC3=CC=C(C=C3)C)C(=CC(=N2)OCC2OCCCC2)O)C=C1